CC1=C2C(=CC=3C=4C=CC=CC4N(C13)C)C(=NC=C2)C#N 5,6-dimethyl-6H-pyrido[4,3-b]carbazole-1-carbonitrile